FC=1C=C(C=CC1N1CC(CC1)N(CC)CC)C1(NNC(=N1)N)N 3-(3-fluoro-4-(3-diethylaminopyrrolidin-1-yl)phenyl)-1H-1,2,4-triazole-3,5-diamine